CN(C1C=2C=CC(=CC2CCC1)B(O)O)C (5-(dimethylamino)-5,6,7,8-tetrahydronaphthalen-2-yl)boronic acid